C(C1=CC=CC=C1)(=O)C=1C=C(C=CC1)C(C(=O)N1C=CC2=C1N=CN=C2C=2C=NN(C2)C2(CN(C2)S(=O)(=O)CC)CC#N)C 2-(3-(4-(7-(2-(3-Benzoylphenyl)propionyl)-7H-pyrrolo[2,3-d]pyrimidin-4-yl)-1H-pyrazol-1-yl)-1-(ethylsulfonyl)azetidin-3-yl)acetonitrile